1-Isothiocyanato-6-(methylsulfinyl)-hexan N(=C=S)CCCCCCS(=O)C